Methyl-3-(3-(3-(2-methoxyethyl)-2,4-dioxo-1-(2-(piperidin-1-yl)ethyl)-1,2,3,4-tetrahydroquinazolin-6-yl)ureido)benzoate COC(C1=CC(=CC=C1)NC(=O)NC=1C=C2C(N(C(N(C2=CC1)CCN1CCCCC1)=O)CCOC)=O)=O